Tert-butyl (E)-(3-(4-(6-(3-(pyridin-3-yl)acrylamido)hexyl)piperidine-1-carbonyl)phenyl)carbamate N1=CC(=CC=C1)/C=C/C(=O)NCCCCCCC1CCN(CC1)C(=O)C=1C=C(C=CC1)NC(OC(C)(C)C)=O